tert-butyl 4-[[1-(1,2,3,4-tetrahydroquinolin-5-yl)-4-piperidyl]oxy]piperidine-1-carboxylate N1CCCC2=C(C=CC=C12)N1CCC(CC1)OC1CCN(CC1)C(=O)OC(C)(C)C